CC1([C@@H]2CCC(C([C@]2(CCC1)C)CO[Si](C)(C)C)=O)C (4aS,8aS)-5,5,8a-trimethyl-1-(((trimethylsilyl)oxy)methyl)octahydronaphthalen-2(1H)-one